CN1CC(C1)OC1=NC=CC=C1C=1C=NN2C1N=C(C=C2)N2CCN(CC2)C(=O)O[C@@H]2CNC(C2)=O (S)-5-oxopyrrolidin-3-yl 4-(3-(2-((1-methylazetidin-3-yl)oxy)pyridin-3-yl)pyrazolo[1,5-a]pyrimidin-5-yl)piperazine-1-carboxylate